ClC1=C(C(=CC(=C1)C(C(F)(F)F)(C(F)(F)F)F)Cl)N1N=CC=C1 1-[2,6-dichloro-4-[1,2,2,2-tetrafluoro-1-(trifluoromethyl)ethyl]phenyl]pyrazole